ClC=1C(=NC=CC1)O[C@@H]1CN(CC1)C1=C(C=C(C=C1)OC1=C(C=CC=C1)C(C)C)CCO (S)-2-(2-(3-(3-chloropyridin-2-yloxy)pyrrolidin-1-yl)-5-(2-isopropylphenoxy)phenyl)ethanol